C(#N)C=1C(C([C@@H]2CC[C@]3([C@@]4(CC[C@]5(CC[C@H]([C@@H]([C@H]5[C@H]4C(C=C3[C@]2(C1)C)=O)C)C)CCC(=O)NCC)C)C)(C)C)=O 3-((1S,2R,4aR,6aR,6bS,8aR,12aS,14aR,14bS)-11-cyano-1,2,6a,6b,9,9,12a-heptamethyl-10,14-dioxo-1,3,4,5,6,6a,6b,7,8,8a,9,10,12a,14,14a,14b-hexadecahydropicen-4a(2H)-yl)-N-ethylpropanamide